2,4,6-triiodo-1,3-benzenedicarboxamide IC1=C(C(=CC(=C1C(=O)N)I)I)C(=O)N